OC1=C(C=C2C(=C(C(OC2=C1)=O)CC(=O)N1CC(OCC1)C)C)OC 7-hydroxy-6-methoxy-4-methyl-3-(2-(2-methylmorpholino)-2-oxoethyl)-2H-chromen-2-one